ClC1=CC=CC=C1C=C 6-chlorostyrene